2-(6-(4-(1-(4-chloro-3-fluorophenyl)-3,3-diethyl-2,3-dihydro-1H-pyrrolo[3,2-b]pyridine-5-carbonyl)-3,3-dimethylpiperazin-1-yl)pyridin-3-yl)acetic acid ClC1=C(C=C(C=C1)N1CC(C2=NC(=CC=C21)C(=O)N2C(CN(CC2)C2=CC=C(C=N2)CC(=O)O)(C)C)(CC)CC)F